FC1=C(C=CC(=C1)O)C1(C(NC2=C(C=CC=C12)C(F)(F)F)=O)C1=CC=C(C=C1)OC(F)(F)F 3-(2-fluoro-4-hydroxyphenyl)-3-(4-(trifluoromethoxy)phenyl)-7-(trifluoromethyl)indolin-2-one